1-(13Z,16Z-docosadienoyl)-2-octadecanoyl-glycero-3-phosphoserine CCCCCCCCCCCCCCCCCC(=O)O[C@H](COC(=O)CCCCCCCCCCC/C=C\C/C=C\CCCCC)COP(=O)(O)OC[C@@H](C(=O)O)N